C(C)(C)OC=1C(=CC2=CN(N=C2C1)C12COC(C1)(C2)C)C(=O)NC=2C(N(C=CC2)[C@H]2[C@@H](C2)C)=O rac-(trans)-6-isopropoxy-2-(1-methyl-2-oxabicyclo[2.1.1]hex-4-yl)-N-(1-(2-methylcyclopropyl)-2-oxo-1,2-dihydropyridin-3-yl)-2H-indazole-5-carboxamide